CC(=O)O[C@@H]1C[C@@]2([C@H](C(=O)C[C@](O2)(C)C=C)[C@@]3([C@@H]1C(CC[C@@H]3O[C@H]4[C@@H]([C@H]([C@@H]([C@H](O4)CO)O)O)O)(C)C)C)C The molecule is a diterpene glycoside that is labd-14-en-11-one substituted by beta-acetoxy group at position 6, an epoxy group between positions 8 and 13 and a beta-D-glucopyranosyloxy group at position 1 (the 1alpha stereoisomer). Isolated from the whole plant of Coleus forskohlii, it shows relaxative effects on isolated guinea pig tracheal spirals in vitro. It has a role as a metabolite and a muscle relaxant. It is a beta-D-glucoside, an acetate ester, a cyclic ether, a cyclic ketone, a diterpene glycoside and a labdane diterpenoid.